(R)-2-((2-chloropyrimidin-4-yl)amino)-1-fluoro-10-methyl-5,6,8,9,10,11-hexahydro-7H-pyrido[3',4':4,5]pyrrolo[2,3-f]isoquinolin-7-one ClC1=NC=CC(=N1)NC=1N=CC=2CCC3=C(C2C1F)NC1=C3C(NC[C@H]1C)=O